FC1(CCC(CC1)(C(=O)N1CC2(CC2)C[C@H]1C(=O)N[C@@H](C[C@H]1C(NCC1)=O)C(COC(F)(F)F)=O)NC(C(F)(F)F)=O)F (S)-5-(4,4-difluoro-1-(2,2,2-trifluoroacetamido)cyclohexane-1-carbonyl)-N-((S)-3-oxo-1-((S)-2-oxopyrrolidin-3-yl)-4-(trifluoromethoxy)butan-2-yl)-5-azaspiro[2.4]heptane-6-carboxamide